O1CCC(CC1)N1N=CC(=C1C=1C=NC(=CC1)NC(C)C)C(=O)OCC Ethyl 1-(oxan-4-yl)-5-[6-(propan-2-ylamino) pyridin-3-yl]pyrazole-4-carboxylate